C(C)(C)(C)C1[C@](N(CC[C@@]1(C(=O)O)CC1=NC(=CC(=C1F)S(=O)(=O)C)Cl)C(=O)O)(C)C(C)(C)C di-tert-butyl-(2r,4r)-4-((6-chloro-3-fluoro-4-(methylsulfonyl)pyridin-2-yl)methyl)-2-methylpiperidine-1,4-dicarboxylic acid